L-1-Iodomethylamine ICN